(S)-2-(1-(4-fluorophenyl)ethoxy)-4-(4,4,5,5-tetramethyl-1,3,2-dioxaborolan-2-yl)aniline FC1=CC=C(C=C1)[C@H](C)OC1=C(N)C=CC(=C1)B1OC(C(O1)(C)C)(C)C